ClC1=CC(=NC(=N1)N1CCN(CC1)C)C=1C=CC=2C=3C=4NC[C@H](NC(C4SC3C=CC2N1)=O)C (15R)-5-[6-chloro-2-(4-methylpiperazin-1-yl)pyrimidin-4-yl]-15-methyl-11-thia-6,14,17-triazatetracyclo[8.8.0.0^2,7.0^12,18]octadeca-1(10),2(7),3,5,8,12(18)-hexaen-13-one